4-[(2,6-difluoro-benzyl)amino]-2-[[1-(2-hydroxy-2-methylpropyl)-1H-pyrazol-4-yl]amino]pyrimidin-5-carboxamide FC1=C(CNC2=NC(=NC=C2C(=O)N)NC=2C=NN(C2)CC(C)(C)O)C(=CC=C1)F